C(C)OC1=CC=C(CC=2C=C3C(=NNC3=CC2)N)C=C1 5-(4-ethoxybenzyl)-1H-indazol-3-amine